lithium 2-(3-(5-fluoropyridin-2-yl)-1-methyl-1H-pyrazol-4-yl)-2-hydroxy-4,4,5,5-tetramethyl-1,3,2-dioxaborolan-2-uide FC=1C=CC(=NC1)C1=NN(C=C1[B-]1(OC(C(O1)(C)C)(C)C)O)C.[Li+]